(R)-2-oxo-1-phenyl-2-(m-tolylamino)ethyl 3-amino-6-(1-(piperidin-4-yl)-1H-pyrazol-4-yl)pyrazine-2-carboxylate hydrochloride Cl.NC=1C(=NC(=CN1)C=1C=NN(C1)C1CCNCC1)C(=O)O[C@@H](C(NC=1C=C(C=CC1)C)=O)C1=CC=CC=C1